OC(C(C)N1CCC(CC1)N(C(CC)=O)C1=CC=CC=C1)C1=CC=CC=C1 N-[1-(1-hydroxy-1-phenylpropan-2-yl)piperidin-4-yl]-N-phenylpropanamide